FC=1C=C2C=C(C(NC2=CC1)=O)C=1N=NN(C1)C1=CC=C(C(=O)N(C)CCOC)C=C1 4-[4-(6-fluoro-2-oxo-1,2-dihydro-quinolin-3-yl)-[1,2,3]triazol-1-yl]-N-(2-methoxy-ethyl)-N-methyl-benzamide